ClC=1C(=NC(=NC1)NC1=C(C=C(C(=O)NC2=CC(=CC=C2)C(F)(F)F)C=C1)OC)C=1C=NN(C1)C(C)C 4-((5-chloro-4-(1-isopropyl-1H-pyrazol-4-yl)pyrimidin-2-yl)amino)-3-methoxy-N-(3-(trifluoromethyl)phenyl)benzamide